C(C)(=O)OCCCCCCC\C=C\C=C\CCC (E,E)-8,10-tetradecadienyl acetate